4-(5-hydroxypentyl)-1-methyl-1H-pyrazole-5-carboxylic acid tert-butyl ester C(C)(C)(C)OC(=O)C1=C(C=NN1C)CCCCCO